1-(2-chlorophenyl)-3-methyl-1H-1,2,4-triazole ClC1=C(C=CC=C1)N1N=C(N=C1)C